N-(6-((5-bromo-2-chloropyrimidin-4-yl)amino)quinoxalin-5-yl)-N-methylcyclopropanesulfonamide BrC=1C(=NC(=NC1)Cl)NC=1C(=C2N=CC=NC2=CC1)N(S(=O)(=O)C1CC1)C